N[C@H]1C2N(CC1CC2)C(=O)C=2C=CC=1N(C2)N=C(C1C)C1=CC=2C(=NC(=CC2)C2=CC(=C(C(=C2)F)O)F)N1CC1CC1 ((7R)-7-Amino-2-azabicyclo[2.2.1]heptan-2-yl)(2-(1-(cyclopropylmethyl)-6-(3,5-difluoro-4-hydroxyphenyl)-1H-pyrrolo[2,3-b]pyridin-2-yl)-3-methylpyrazolo[1,5-a]pyridin-6-yl)methanone